methyl 6-methoxy-2-(4-(pyridazin-3-yl)cyclohexyl)-2H-indazole-5-carboxylate COC=1C(=CC2=CN(N=C2C1)C1CCC(CC1)C=1N=NC=CC1)C(=O)OC